NC\C=C(\CN1C(=NC2=C1C=CC=C2C=2C=C(C=CC2)S(=O)(=O)NC)CC)/F (Z)-3-(1-(4-amino-2-fluorobut-2-en-1-yl)-2-ethyl-1H-benzo[d]imidazol-4-yl)-N-methylbenzenesulfonamide